COC([C@H](NC(\C=C\C=C\C1=CN=C(S1)N(C)C)=O)CSC(C1=CC=CC=C1)(C1=CC=CC=C1)C1=CC=CC=C1)=O N-((2E,4E)-5-(2-(dimethylamino)thiazol-5-yl)penta-2,4-dienoyl)-S-trityl-D-cysteine methyl ester